F[C@H]1C[C@@H](O[C@@H]1CO)N1C=NC=2C(=O)NC(N)=NC12 2',3'-dideoxy-3'-fluoroguanosine